(R,2R)-N'-((1,2,3,5,6,7-hexahydro-s-indacen-4-yl)carbamoyl)-2-(hydroxymethyl)-2-methyl-2,3-dihydropyrazolo[5,1-b]oxazole-7-sulfonimidamide C1CCC2=C(C=3CCCC3C=C12)NC(=O)N=[S@](=O)(N)C=1C=NN2C1O[C@@](C2)(C)CO